(R)-2-oxopyrrolidin-3-amine O=C1NCC[C@H]1N